Cl.Cl.FC1=CC=C(C=C1)C1(CCNCC1)N 4-(4-fluorophenyl)piperidin-4-amine dihydrochloride